4-((PHENYLAMINO)METHYL)PHENYLBORONIC ACID C1(=CC=CC=C1)NCC1=CC=C(C=C1)B(O)O